1,3-dicyclohexyl-2,2-bis(methoxymethyl)propane C1(CCCCC1)CC(CC1CCCCC1)(COC)COC